(4,4-dimethyl-4,5,6,7-tetrahydropyrazolo[1,5-a]pyridin-2-yl)methyl ((2-(2,6-dioxopiperidin-3-yl)-4-fluoro-3-oxoisoindolin-5-yl)methyl)carbamate O=C1NC(CCC1N1CC2=CC=C(C(=C2C1=O)F)CNC(OCC1=NN2C(C(CCC2)(C)C)=C1)=O)=O